BUT-3-ENE-1-SULFONAMIDE C(CC=C)S(=O)(=O)N